ClC1=C(C(=NC(=C1)C)OC)CNC(OC(C)(C)C)=O tert-butyl ((4-chloro-2-methoxy-6-methylpyridin-3-yl)methyl)carbamate